10-bromo-9-(2-cyclopropylethoxy)-N-(cyclopropanesulfonyl)-6-isopropyl-2-oxo-6,7-dihydro-2H-pyrido[2,1-a]Isoquinoline-3-carboxamide BrC1=C(C=C2CC(N3C(C2=C1)=CC(C(=C3)C(=O)NS(=O)(=O)C3CC3)=O)C(C)C)OCCC3CC3